O.O.C(COCCOCCO)O triethylene glycol dihydrate